[(2,4-dimethoxyphenyl)methyl]-N-methyl{5-chloro-3-[(2-naphthyl)methyl]-2-{[2-(trimethylsilyl)ethoxy]methyl}-2H-1,2,4,6-tetraazainden-7-yl}amine COC1=C(C=CC(=C1)OC)CN(C)C1=NC(=NC2=C(N(N=C12)COCC[Si](C)(C)C)CC1=CC2=CC=CC=C2C=C1)Cl